N-acetylglucosamine-13C C(C)(=O)N[C@H]1[13CH](O)O[C@@H]([C@H]([C@@H]1O)O)CO